NC1=C(C=C(C=N1)C=1C=C2C(=C(C=NC2=CC1)C#N)NC(C)C1=CC=CC=C1)C=O 6-(6-amino-5-formylpyridin-3-yl)-4-((1-phenylethyl)amino)quinoline-3-carbonitrile